N[C@@H]1[C@@H]([C@H]2CC[C@@H](C1)N2C2=C(N=C1C(=N2)NN=C1C=1C(=C2N=C(C=NC2=CC1)N(C)C)Cl)CO)F {6-[(1R,2S,3S,5S)-3-amino-2-fluoro-8-azabicyclo[3.2.1]octan-8-yl]-3-[5-chloro-3-(dimethylamino)quinoxalin-6-yl]-1H-pyrazolo[3,4-b]pyrazin-5-yl}methanol